2-(1-(2-methylbenzenesulfonyl)azetidine-3-carboxamido)propionic acid CC1=C(C=CC=C1)S(=O)(=O)N1CC(C1)C(=O)NC(C(=O)O)C